SC(CCO)C 3-mercaptobutan-1-ol